CN1C(=NC=C1)C\C=C\C1=CC=CC=C1 (E)-1-(1-methyl-1H-imidazole-2-yl)-3-phenylpropan-2-ene